8-[4-[5-(1-methylcyclopropoxy)-1H-indazol-3-yl]-2-pyridyl]-2-(4-piperidylmethyl)-5-oxa-2,8-diazaspiro[3.5]nonane CC1(CC1)OC=1C=C2C(=NNC2=CC1)C1=CC(=NC=C1)N1CCOC2(CN(C2)CC2CCNCC2)C1